3-(3,4-dichlorophenyl)-5-(2-(3-fluoropyrrolidin-1-yl)-2-oxoethyl)thieno[3,2-c]pyridin-4(5H)-one ClC=1C=C(C=CC1Cl)C1=CSC2=C1C(N(C=C2)CC(=O)N2CC(CC2)F)=O